3-[6-({4-[2-amino-6-(2,3-difluorophenyl)-4-pyrimidinyl]-1H-1,2,3-triazol-1-yl}methyl)-2-pyridinyl]butanoic acid NC1=NC(=CC(=N1)C=1N=NN(C1)CC1=CC=CC(=N1)C(CC(=O)O)C)C1=C(C(=CC=C1)F)F